O1CC(C1)[C@@]1(CN(CC1)CC=1C=NC=CC1)CCC1=CC=C(C#N)C=C1 |o1:4| (R or S)-4-(2-(3-(oxetan-3-yl)-1-(pyridin-3-ylmethyl)pyrrolidin-3-yl)ethyl)benzonitrile